N-((3-bromo-4-oxocyclohexyl)methyl)acetamide BrC1CC(CCC1=O)CNC(C)=O